OC1C(C2CCC3(C4(CCC5(CCC(C(C5C4=CCC3C2(CC1O)C)C)C)C(=O)O)C)C)(C)C 10,11-Dihydroxy-1,2,6a,6b,9,9,12a-heptamethyl-2,3,4,5,6,6a,7,8,8a,10,11,12,13,14b-tetradecahydro-1H-picene-4a-carboxylic acid